(S)-N-(3-(1-(4-methyl-4H-1,2,4-triazol-3-ylthio)ethyl)phenyl)azetidine-1-carboxamide CN1C(=NN=C1)S[C@@H](C)C=1C=C(C=CC1)NC(=O)N1CCC1